((2,6-Dioxopiperidin-3-yl)amino)-4-fluoro-5-(piperazin-1-yl)benzonitrile O=C1NC(CCC1NC1=C(C#N)C=C(C(=C1)F)N1CCNCC1)=O